IN1C(N(C(C1(C)C)=O)I)=O 1,3-diiodo-5,5-dimethyl-2,4-imidazolidinedione